5-chloro-3-(pyridin-4-yl)thieno[3,2-b]pyridine ClC1=CC=C2C(=N1)C(=CS2)C2=CC=NC=C2